3-(3-hydroxy-4-methoxyphenyl)-2,3-dihydro-1,3-benzoxazin-4-one OC=1C=C(C=CC1OC)N1COC2=C(C1=O)C=CC=C2